FC1=CC=C(C=C1)C(C)C1=C(N=C(C(=N1)C(=O)N[C@H]1COCC1)C)NCCN1CCCC1 6-(1-(4-fluorophenyl)ethyl)-3-methyl-5-((2-(pyrrolidin-1-yl)ethyl)amino)-N-((R)-tetrahydrofuran-3-yl)pyrazine-2-carboxamide